ClC1=C(C=CC=C1C)N1N=CC2=C1COC[C@@H]2NC(=O)C2=NC=C1N2CCCC1 (R)-N-(1-(2-chloro-3-methylphenyl)-1,4,5,7-tetrahydropyrano[3,4-c]pyrazol-4-yl)-5,6,7,8-tetrahydroimidazo[1,5-a]pyridine-3-carboxamide